ClC=1C=C(C=CC1Cl)N1CC(CC1)C1=C(C(=O)OC)C=C(C(=C1)F)F methyl 2-(1-(3,4-dichlorophenyl) pyrrolidin-3-yl)-4,5-difluorobenzoate